4-(7H-dibenzo[c,g]carbazole-7-yl)butyl-phosphonic acid C1=CC=CC=2C=CC=3N(C=4C=CC5=C(C4C3C21)C=CC=C5)CCCCP(O)(O)=O